glucuronic acid sodium salt monohydrate O.[Na+].O=C[C@H](O)[C@@H](O)[C@H](O)[C@H](O)C(=O)[O-]